ethyl [2-[[4-(cyclobutylcarbamoyl)-5-methyl-thiazol-2-yl]-(2,6-difluoro-4-pyridinyl) amino]-1-methyl-2-oxo-ethyl] carbonate C(OCC)(OC(C(=O)N(C1=CC(=NC(=C1)F)F)C=1SC(=C(N1)C(NC1CCC1)=O)C)C)=O